(2S)-2-[[(E)-3-(furan-2-yl)prop-2-enoyl]amino]-3-phenylpropionic acid O1C(=CC=C1)/C=C/C(=O)N[C@H](C(=O)O)CC1=CC=CC=C1